oxygen phosphorus [P].[O]